NC1=C(C(=O)NC2=CC=C(C=C2)I)C=CC=C1 amino-N-(4-iodophenyl)benzamide